Cl.CNC[C@@H]1OCCC2=C(C=CC=C12)C1=CC=C(C=C1)C(F)(F)F (R)-N-methyl-1-(5-(4-(trifluoromethyl)phenyl)isochroman-1-yl)methanamine hydrochloride